(S)-(3-(4-(5-(2-cyclohexylethyl)-1,2,4-oxadiazol-3-yl)phenoxy)pyrrolidin-1-yl)(1-methyl-1H-indazol-3-yl)methanone C1(CCCCC1)CCC1=NC(=NO1)C1=CC=C(O[C@@H]2CN(CC2)C(=O)C2=NN(C3=CC=CC=C23)C)C=C1